CC(CCOC1=CC=C(C=C1)C)CC 4-methylphenyl 3-methyl-pentyl ether